N-(1-isonicotinoylazetidin-3-yl)-6-methoxyquinoline-8-carboxamide C(C1=CC=NC=C1)(=O)N1CC(C1)NC(=O)C=1C=C(C=C2C=CC=NC12)OC